p-chloromethyl-α-methylstyrene ClCC1=CC=C(C(=C)C)C=C1